Ethyl (S)-5-(2-ethyl-4-methylpiperidin-1-yl)-2-nitrobenzoate C(C)[C@@H]1N(CCC(C1)C)C=1C=CC(=C(C(=O)OCC)C1)[N+](=O)[O-]